[(3aS,4R,6aR)-4-[(6-Bromo-3-pyridazinyl)amino]hexahydrocyclopenta[c]pyrrol-2(1H)-yl](6,7-dihydro-4H-thieno[3,2-c]thiopyran-2-yl)methanone BrC1=CC=C(N=N1)N[C@@H]1CC[C@H]2CN(C[C@H]21)C(=O)C2=CC=1CSCCC1S2